1-((6-(4-Ethylcyclohexyloxy)naphthalen-2-yl)methyl)piperidin C(C)C1CCC(CC1)OC=1C=C2C=CC(=CC2=CC1)CN1CCCCC1